ethyleneglycol bis[3,3-bis(3-tert-butyl-4-hydroxyphenyl) butyrate] C(C)(C)(C)C=1C=C(C=CC1O)C(CC(=O)OCCOC(CC(C)(C1=CC(=C(C=C1)O)C(C)(C)C)C1=CC(=C(C=C1)O)C(C)(C)C)=O)(C)C1=CC(=C(C=C1)O)C(C)(C)C